C1(CC1)[C@H]1CC=2C(=NC3=CC(=CC=C3C2)CCC2CCC(C2O)O)N1 5-(2-((R)-2-cyclopropyl-2,3-dihydro-1H-pyrrolo[2,3-b]quinolin-7-yl)ethyl)cyclopentane-1,2-diol